Cl.CN(C/C=C/C=1C=C2C(=NC1)NC([C@]21CC=2C(=NC=C(C2)C(=O)O)C1)=O)CCNC (3S)-5-[(E)-3-[methyl-[2-(methylamino)ethyl]amino]prop-1-enyl]-2-oxo-spiro[1H-pyrrolo[2,3-b]pyridine-3,6'-5,7-dihydrocyclopenta[b]pyridine]-3'-carboxylic Acid Hydrochloride